ClC=1C=C(OCOP(O)(O)=O)C=C(C1OC1=NNC(C(=C1)C(C)C)=O)Cl ((3,5-dichloro-4-((5-isopropyl-6-oxo-1,6-dihydropyridazin-3-yl)oxy)phenoxy)methyl)phosphoric acid